ClC1=C(C=CC=C1C1=C(C(=NC=C1)Cl)Cl)C1=CC=C(C(=N1)OC)CN(C(OC(C)(C)C)=O)C1CCOCC1 tert-butyl ((6-(2-chloro-3-(2,3-dichloropyridin-4-yl)phenyl)-2-methoxypyridin-3-yl)methyl)(tetrahydro-2H-pyran-4-yl)carbamate